ONC(CCCCCCN1OS\C(\O1)=C/C1=C(C=C(C=C1)C)OC)=O (Z)-N-hydroxy-7-(5-(2-methoxy-4-methylbenzylidene)-2,4-dioxathiazolidin-3-yl)heptanamide